4'-fluoro-6-(alpha,alpha,alpha-trifluoro-m-tolyloxy)pyridine-2-carboxanilide FC1=CC=C(NC(=O)C2=NC(=CC=C2)OC=2C=C(C=CC2)C(F)(F)F)C=C1